C1C(CC2=CC=CC=C12)NCC(CNC(=O)C=1N=C2N(C=C(C=C2)C2=CC(N(C=C2)C)=O)C1)O N-(3-((2,3-dihydro-1H-inden-2-yl)amino)-2-hydroxypropyl)-6-(1-methyl-2-oxo-1,2-dihydropyridin-4-yl)imidazo[1,2-a]pyridine-2-carboxamide